FC(C(=O)NC=CCC=1C(NC(N([C@H]2C[C@H](O)[C@@H](CO)O2)C1)=O)=O)(F)F 5-[3-(2,2,2-trifluoroacetamido)-allyl]-2'-deoxyuridine